N'-ethylimidazole bromide [Br-].C(C)N1C=NC=C1